BrC(C(C(F)(F)F)=O)Br 3,3-dibromo-1,1,1-trifluoro-2-propanone